C(#N)C=1C(=NC(=C(C1CC)C#N)N1CC(C(CC1)NC1CC1)F)SC(C(=O)N)C1=CC=CC=C1 2-((3,5-dicyano-6-(4-(cyclopropylamino)-3-fluoropiperidin-1-yl)-4-ethylpyridin-2-yl)thio)-2-phenylacetamide